3-bromo-7-(methoxycarbonyl)-5-(phenyl-(tetrahydro-2H-pyran-4-yl)methyl)-5H-pyrido[3,2-b]indole 1-oxide BrC=1C=C2N(C=3C=C(C=CC3C2=[N+](C1)[O-])C(=O)OC)C(C1CCOCC1)C1=CC=CC=C1